C(C)(C)(C)OC(=O)N1CCN(CC1)C=1C=2N(C=C(C1)C=1C=NN(C1)C)N=CC2C#N 4-(3-cyano-6-(1-methyl-1H-pyrazol-4-yl)pyrazolo[1,5-a]pyridin-4-yl)piperazine-1-carboxylic acid tert-butyl ester